2,2'-azino-bis(3-ethylbenzo-thiazoline-6-sulfonic acid) N(N=C1SC2=C(N1CC)C=CC(=C2)S(=O)(=O)O)=C2SC1=C(N2CC)C=CC(=C1)S(=O)(=O)O